NC1=NC(=CC(=N1)N1CCC2(C[C@H](NC2)C(=O)O)CC1)O[C@@H](C(F)(F)F)C1=C(C=C(C=C1)CC)N1N=C(C=C1)C (S)-8-(2-amino-6-((R)-1-(4-ethyl-2-(3-methyl-1H-pyrazol-1-yl)phenyl)-2,2,2-trifluoroethoxy)pyrimidin-4-yl)-2,8-diazaspiro[4.5]decane-3-carboxylic acid